3-(sec-butyl)-N-(1-methyl-2-oxo-1,2-dihydropyridin-3-yl)-2-oxo-1,2,3,5-tetrahydro-4H-benzo[1,4]diazepine-4-carboxamide C(C)(CC)C1C(NC2=C(CN1C(=O)NC=1C(N(C=CC1)C)=O)C=CC=C2)=O